[Mn].N1C(CCCC1)C1NCCCC1 2,2'-bipiperidine manganese